CC1=C(\C=N\N2C3=NC(=NC(=C3N=C2)NC2=CC=NC=C2)N2CCOCC2)C=CC=C1 (E)-9-((2-methylbenzylidene)amino)-2-morpholino-N-(pyridin-4-yl)-9H-purin-6-amine